C(C)OC1=CC=CC2=C1OC=1CN(CCC12)C(CC1=CC=C2C=CC=NC2=C1)C 7-(2-(8-ethoxy-3,4-dihydrobenzofuro[2,3-c]pyridin-2(1H)-yl)propyl)quinoline